COC1=C(C(=O)C2=C(CCCC2)C(=O)OC)C=CC(=C1)C Methyl 2-(2-methoxy-4-methylbenzoyl)cyclohex-1-ene-1-carboxylate